NN1C(=NC(=C1C(=O)N)C1=CC=C(C=C1)C(NC1=NC=CC=C1)=O)[C@H]1N(CCCC1)C(C(=C)C)=O (S)-1-amino-2-(1-methacryloylpiperidin-2-yl)-4-(4-(pyridin-2-ylcarbamoyl)Phenyl)-1H-imidazole-5-carboxamide